(1R,3aR,6aS)-N-((S,Z)-4-fluoro-4-(methylsulfonyl)-1-((S)-2-oxopyrrolidin-3-yl)but-3-en-2-yl)-2-(9-hydroxy-9H-fluorene-9-carbonyl)octahydrocyclopenta[c]pyrrole-1-carboxamide F/C(=C/[C@H](C[C@H]1C(NCC1)=O)NC(=O)[C@@H]1N(C[C@H]2[C@@H]1CCC2)C(=O)C2(C1=CC=CC=C1C=1C=CC=CC21)O)/S(=O)(=O)C